9-methyl-9H-purine CN1C2=NC=NC=C2N=C1